N-(2,6-dioxo-3-piperidinyl)-4-methyl-phenylacetamide O=C1NC(CCC1NC(CC1=CC=C(C=C1)C)=O)=O